(3S,4R,5R,6S)-1-{6-[(2-phenyl-1,3-thiazol-4-yl)methoxy]hexyl}-3,4,5,6-azepanetetrol hydrochloride Cl.C1(=CC=CC=C1)C=1SC=C(N1)COCCCCCCN1C[C@@H]([C@H]([C@@H]([C@H](C1)O)O)O)O